CSC=1N=CC2=C(N1)N(C(C=C2)=O)C2CCCC21CC1 2-Methylsulfanyl-8-spiro[2.4]heptan-7-yl-pyrido[2,3-d]pyrimidin-7-one